2'-chlorospiro[cyclopropane-1,5'-pyrrolo[2,3-d]pyrimidin]-6'(7'H)-one ClC=1N=CC2=C(N1)NC(C21CC1)=O